CNC(C1=NC=C(C=C1)N1CCN(CC1)CC1=CC2=C(NC(N(C2=O)C)=O)S1)=O N-methyl-5-(4-((3-methyl-2,4-dioxo-1,2,3,4-tetrahydrothieno[2,3-d]pyrimidin-6-yl)methyl)piperazin-1-yl)picolinamide